(1'-(3-(piperidin-1-ylsulfonyl)benzoyl)spiro[cyclohexane-1,3'-indolin]-5'-yl)carbamic acid ethyl ester C(C)OC(NC=1C=C2C3(CN(C2=CC1)C(C1=CC(=CC=C1)S(=O)(=O)N1CCCCC1)=O)CCCCC3)=O